C1N(CC12CCC2)S(=O)(=O)C2=C(C(=C(C=C2CCCCC)O)C2=C(C=CC(=C2)C)C(=C)C)O (2-azaspiro[3.3]heptan-2-ylsulfonyl)-5'-methyl-4-pentyl-2'-(prop-1-en-2-yl)-[1,1'-biphenyl]-2,6-diol